C(C)OC(=O)[C@@H]1CN(CCC1)C(C1=CC(=C(C=C1)N)F)=O (S)-1-(4-amino-3-fluorobenzoyl)piperidine-3-carboxylic acid ethyl ester